C(C)[Si](O[C@H](C[C@H]1OCCCC1)C)(CC)CC (2S,3S,4S,5R)-2-((S)-2-((triethylsilyl)oxy)propyl)tetrahydro-2H-pyran